NC1C(COC1)O (rac)-4-aminotetrahydrofuran-3-ol